n-hexyl-cycloundecane C(CCCCC)C1CCCCCCCCCC1